ClC=1C(=NC=C(C1)Cl)O[C@@H](C(=O)NCC=1C=C(C=CC1)NC(OC(C)(C)C)=O)CC (R)-tert-butyl (3-((2-((3,5-dichloropyridin-2-yl)oxy)butanamido)methyl)phenyl)carbamate